3-((2-(7-phenyl-2,7-diazaspiro[4.4]nonan-2-yl)pyridin-4-yl)amino)propanoic acid C1(=CC=CC=C1)N1CC2(CCN(C2)C2=NC=CC(=C2)NCCC(=O)O)CC1